N1=C(C=CC=C1)SSCCC(=O)NCCCCCC(=O)ON1C(CCC1=O)=O succinimidyl 6-[3-(2-pyridyldithio) propionamido]hexanoate